2-fluoro-N-(1H-pyrazolo[3,4-b]pyridin-5-yl)-5-(3-(3-(trifluoromethyl)phenyl)ureido)benzamide FC1=C(C(=O)NC=2C=C3C(=NC2)NN=C3)C=C(C=C1)NC(=O)NC1=CC(=CC=C1)C(F)(F)F